C(CCCCCCCC(=O)O)CCCCCCCO[C@H]1[C@@H]([C@H]([C@@H]([C@H](O1)CO)O)O)O The molecule is a beta-D-glucoside resulting from the formal condensation of the omega-hydroxy group of 16-hydroxyhexadecanoic acid (16-hydroxypalmitic acid) with beta-D-glucose. It derives from a 16-hydroxyhexadecanoic acid. It is a conjugate acid of a 16-(beta-D-glucopyranosyloxy)hexadecanoate.